[N+](=O)([O-])C1=CC=C(C=C1)SCC(=O)OCC ethyl 2-(4-nitrophenylthio)acetate